4-bromo-6-fluoronicotinaldehyde BrC1=CC(=NC=C1C=O)F